S-((5-(((tert-Butyldiphenylsilyl)oxy)methyl)-1-methyl-1H-pyrazol-3-yl)methyl) ethanethioate C(C)(SCC1=NN(C(=C1)CO[Si](C1=CC=CC=C1)(C1=CC=CC=C1)C(C)(C)C)C)=O